pyrrolidin-1,2-dicarboxylate N1(C(CCC1)C(=O)[O-])C(=O)[O-]